COC=1N=C(SC1)C1=NN=C2N1CCN(C2C)C=O 3-(4-methoxythiazol-2-yl)-8-methyl-5,6-dihydro-[1,2,4]triazolo[4,3-a]pyrazin-7(8H)-ylmethanone